NC1=NC=C(C(=N1)N)CN1CCC2=CC(=CC=C12)C1=CC=C(C(=O)OCC)C=C1 ethyl 4-(1-((2,4-diaminopyrimidin-5-yl)methyl)indolin-5-yl)benzoate